COC1=CC=C2C3=C(NC2=C1)C=NC(=C3)C3=C(C(=O)N)C=CC=C3 (7-methoxy-9H-pyrido[3,4-b]indol-3-yl)benzamide